N[C@H]1C[C@H](C2=CC(=C3C=C(N=CC3=C21)C2CC2)S(NCC(C)C)(=O)=O)NC(=O)C=2C=NC=CC2 |r| N-[cis-(7RS,9SR)-9-amino-3-cyclopropyl-5-(isobutylsulfamoyl)-8,9-dihydro-7H-cyclopenta[h]isoquinolin-7-yl]pyridine-3-carboxamide